BrC=1C(=CC(=NC1)N(C(OC(C)(C)C)=O)C(=O)OC(C)(C)C)Cl tert-butyl N-(5-bromo-4-chloropyridin-2-yl)-N-[(2-methylpropan-2-yl)oxycarbonyl]carbamate